2-O-(cyanomethyl) 1-O-[[4-[[2-(4-fluorophenyl) acetyl] Amino] phenyl] methyl] (2S)-pyrrolidine-1,2-dicarboxylate N1([C@@H](CCC1)C(=O)OCC#N)C(=O)OCC1=CC=C(C=C1)NC(CC1=CC=C(C=C1)F)=O